1-Acetyl-3-(3-amino-3-oxopropyl)-5-hydroxy-1H-indole-4-carboxylic acid C(C)(=O)N1C=C(C=2C(=C(C=CC12)O)C(=O)O)CCC(=O)N